C1CCC=C2C3=CC=CC=C3N=C12 2,3-dihydro-1H-carbazole